5-bromo-N4-(2-(isopropylsulfonyl)phenyl)-N2-(2-methoxy-5-(1-methyl-1H-pyrazol-4-yl)-4-morpholinylphenyl)pyrimidine-2,4-diamine BrC=1C(=NC(=NC1)NC1=C(C=C(C(=C1)C=1C=NN(C1)C)N1CCOCC1)OC)NC1=C(C=CC=C1)S(=O)(=O)C(C)C